N-(2-(4,4-difluorocyclohexyl)-4-(2,5-difluorophenyl)pyridin-3-yl)-5-methyl-1,3,4-thiadiazole-2-carboxamide FC1(CCC(CC1)C1=NC=CC(=C1NC(=O)C=1SC(=NN1)C)C1=C(C=CC(=C1)F)F)F